C(CCC)S(=O)N butanesulfinamide